cyclopentyl-5-{3-[4-(pyridin-3-ylmethoxy)-3-(trifluoromethyl)phenyl]-1,2,4-oxadiazol-5-yl}-1H-1,2,3-benzotriazole C1(CCCC1)N1N=NC2=C1C=CC(=C2)C2=NC(=NO2)C2=CC(=C(C=C2)OCC=2C=NC=CC2)C(F)(F)F